COC1=C(C=CC=C1NC=1C=C2C(=NC(=NC2=CC1)C)N[C@H](C)C1=CC(=CC(=C1)C(F)(F)F)[N+](=O)[O-])CC(=O)N(C)C (R)-2-(2-methoxy-3-((2-methyl-4-((1-(3-Nitro-5-(trifluoromethyl)phenyl)ethyl)amino)quinazolin-6-yl)amino)phenyl)-N,N-dimethylacetamide